F[C@H]1CN(CC[C@H]1OCCNC)C1=NC=CC(=N1)NC=1N=CC2=C(C=CC(=C2C1)C(C)C)N1[C@@H]([C@H](C1)CS(=O)(=O)C)C N-{2-[(3S,4R)-3-fluoro-4-[2-(methylamino)ethoxy]piperidin-1-yl]pyrimidin-4-yl}-8-[(2R,3S)-3-(methanesulfonylmeth-yl)-2-methylazetidin-1-yl]-5-(propan-2-yl)isoquinolin-3-amine